C(=O)(O)N[C@@H](CCC(=O)O)C(=O)O N-carboxy-L-glutamic acid